CC1=C(C(=CC(=C1)C#CC)C)C1C(CC2(CCN(CC2)S(=O)(=O)C)CC1=O)=O 9-(2,6-dimethyl-4-prop-1-ynyl-phenyl)-3-(methylsulfonyl)-3-azaspiro[5.5]undecane-8,10-dione